N-2-pyrimidinyl[3,3-dimethyl-1-(2H-tetraazol-5-yl)butyl]amine N1=C(N=CC=C1)NC(CC(C)(C)C)C=1N=NNN1